ClC=1C=C2C(=NC(=NC2=CC1)C(F)(F)F)SC1=CC=CC=C1 6-chloro-4-(phenylthio)-2-(trifluoromethyl)quinazoline